2-(1H-imidazol-1-yl)-N-(tetrahydro-2H-pyran-3-yl)-5H-pyrrolo[3,2-d]pyrimidine-4-carboxamide N1(C=NC=C1)C=1N=C(C2=C(N1)C=CN2)C(=O)NC2COCCC2